diethyl thiodiacetate S(CC(=O)OCC)CC(=O)OCC